FC1=CC=C(C=C1)C1=CC=C(C=C1)C1=NNC(C1)C=1C=C2N=CC=NC2=CC1 6-(3-(4'-fluoro-[1,1'-biphenyl]-4-yl)-4,5-dihydro-1H-pyrazol-5-yl)quinoxaline